O.N(C)CC(=O)O sarcosine-hydrate